N-cyclohexyl-methyl-1,2-ethanediamine C1(CCCCC1)NC(CN)C